NC1=NC=2C=C(C(=CC2C2=C1C=NN2C)C(=O)N(C2COCC1=NC(=CC=C12)C(F)(F)F)C)COC(F)F 4-amino-N,1-dimethyl-7-((difluoromethoxy)methyl)-N-(2-(trifluoromethyl)-5,8-dihydro-6H-pyrano[3,4-b]pyridin-5-yl)-1H-pyrazolo[4,3-c]quinoline-8-carboxamide